ClC=1C=C(CNC2=NC=C(C=N2)C2=NNC(O2)=O)C=CC1 5-(2-((3-chlorobenzyl)amino)pyrimidin-5-yl)-1,3,4-oxadiazole-2(3H)-on